2-(pyridin-4-yl)-2-((trimethylsilyl)oxy)acetonitrile N1=CC=C(C=C1)C(C#N)O[Si](C)(C)C